1-(4-(4,4-Dimethylpiperidin-1-yl)phenyl)-5,7-difluoro-6-((tetrahydro-2H-pyran-2-yl)oxy)-1H-indazole CC1(CCN(CC1)C1=CC=C(C=C1)N1N=CC2=CC(=C(C(=C12)F)OC1OCCCC1)F)C